CC=1N=NC=C(C1[C@@H](C)OC=1C=C2C(=NNC2=CC1)C=1C=NC(=C(C#N)C1)N1CC2N(CC1)C(NC2)=O)C 5-(5-((R)-1-(3,5-dimethylpyridazin-4-yl)ethoxy)-1H-indazol-3-yl)-2-(3-oxohexahydroimidazo[1,5-a]pyrazin-7(1H)-yl)nicotinonitrile